(E)-3-(3-hydroxy-2,4-dimethoxyphenyl)-2-(3,4,5-trimethoxyphenyl)acrylic acid OC=1C(=C(C=CC1OC)/C=C(/C(=O)O)\C1=CC(=C(C(=C1)OC)OC)OC)OC